N-(3-((5-(2-(dimethylamino)phenyl)-2-((1-methyl-1H-pyrazol-4-yl)amino)pyrimidin-4-yl)amino)-4-fluorophenyl)acrylamide CN(C1=C(C=CC=C1)C=1C(=NC(=NC1)NC=1C=NN(C1)C)NC=1C=C(C=CC1F)NC(C=C)=O)C